tert-butyl (1-(3-(4-(4-((2,6-dioxopiperidin-3-yl)carbamoyl)phenyl)piperazin-1-yl)propanoyl) piperidin-4-yl)carbamate O=C1NC(CCC1NC(=O)C1=CC=C(C=C1)N1CCN(CC1)CCC(=O)N1CCC(CC1)NC(OC(C)(C)C)=O)=O